NC1=NC=2C=CC(=CC2C2=C1COC2)C(=O)N2[C@@H](COCC2)C2=CC=C(C=C2)C(F)(F)F (4-amino-1,3-dihydrofuro[3,4-c]quinolin-8-yl)-[(3R)-3-[4-(trifluoromethyl)phenyl]morpholin-4-yl]methanone